(1s,4r)-N,N-dibenzyl-4-((S)-3-fluoropyrrolidin-1-yl)-cyclohexan-1-amine C(C1=CC=CC=C1)N(C1CCC(CC1)N1C[C@H](CC1)F)CC1=CC=CC=C1